diphenyl-(4-hydroxyphenyl)sulfonium trifluoromethanesulfonate FC(S(=O)(=O)[O-])(F)F.C1(=CC=CC=C1)[S+](C1=CC=C(C=C1)O)C1=CC=CC=C1